C(=O)[O-].C(=O)[O-].N(=N[Ba+])[Ba+] azo-barium diformate